5-(5-fluoro-3',4'-dimethoxy-[1,1'-biphenyl]-2-yl)-3-(4-(1-methyl-4-(trifluoromethyl)-1H-imidazol-2-yl)phenyl)-1,2,4-oxadiazole FC=1C=CC(=C(C1)C1=CC(=C(C=C1)OC)OC)C1=NC(=NO1)C1=CC=C(C=C1)C=1N(C=C(N1)C(F)(F)F)C